5-[(2,2-dimethyl-1,1-diphenyl-1-silapropoxy)methyl]-2-(hydroxymethyl)morpholine-4-carboxylate CC([Si](OCC1COC(CN1C(=O)[O-])CO)(C1=CC=CC=C1)C1=CC=CC=C1)(C)C